C(C1=CC=CC=C1)(=O)N1CCC(CC1)(O)CN1C=NC2=C(C1=O)C=C(N2C2=CC=C(C=C2)[C@H]2NC[C@@H](OC2)C)Cl 3-((1-Benzoyl-4-hydroxypiperidin-4-yl)methyl)-6-chloro-7-(4-((3r,6s)-6-methylmorpholin-3-yl)phenyl)-3,7-dihydro-4H-pyrrolo[2,3-d]pyrimidin-4-one